1-(6-n-butoxynaphthalen-2-yl)tetrahydrothiophene C(CCC)OC=1C=C2C=CC(=CC2=CC1)S1CCCC1